C(#N)C1CCN(CC1)C1=CC=C(N=N1)NC1=C2C(=NC(=C1)OC=1C(=CC(=NC1)C#N)C)N(C=N2)C 5-{7-[6-(4-Cyano-piperidin-1-yl)-pyridazin-3-ylamino]-3-methyl-3H-imidazo[4,5-b]pyridin-5-yloxy}-4-methyl-pyridine-2-carbonitrile